(-)-5-benzyl-5-azaspiro[2.4]heptan-7-ol C(C1=CC=CC=C1)N1CC2(CC2)C(C1)O